C1(=CC=CC=C1)N1CCN(CC1)S(=O)(=O)NC(=N)N 4-phenyl-1-piperazinesulfonylguanidine